C1(=CC=CC=C1)/C=C/C#N (E)-3-phenylpropa-2-enenitrile